SCl mercaptochlorine